1-methyl-2-oxo-7-(pyridin-3-yl)-1,2,3,4-tetrahydro-[1,4]diazepine CN1C(CNCC=C1C=1C=NC=CC1)=O